ClC=1C(=C(C=CC1)NC=1N=C(C=C2C=C(C=NC12)CN1C[C@@H](CC1)O)C)C (R)-1-((8-(3-chloro-2-methylphenylamino)-6-methyl-1,7-naphthyridin-3-yl)methyl)pyrrolidin-3-ol